2-(3-acetylpyrazin-2-yl)-6,6-dimethyl-4H-1,3,4-oxadiazin-5-one C(C)(=O)C=1C(=NC=CN1)C=1OC(C(NN1)=O)(C)C